2-(3-butenyl)-formylquinoline C(CC=C)C1=NC2=CC=CC=C2C=C1C=O